N-(5-(4-amino-5-(3-fluoro-4-((4-methylpyrimidin-2-yl)oxy)phenyl)-7-methyl-7H-pyrrolo[2,3-d]pyrimidin-6-yl)-1-methyl-1H-pyrazol-3-yl)methacrylamide NC=1C2=C(N=CN1)N(C(=C2C2=CC(=C(C=C2)OC2=NC=CC(=N2)C)F)C2=CC(=NN2C)NC(C(=C)C)=O)C